6-chloro-2-(3-(1,1-difluoroethyl)-1H-1,2,4-triazol-5-yl)-5-methoxy-1-methyl-3-(1H-pyrazol-4-yl)-1H-pyrrolo[3,2-b]pyridine ClC=1C=C2C(=NC1OC)C(=C(N2C)C2=NC(=NN2)C(C)(F)F)C=2C=NNC2